C(C)(C)(C)C=1C=C(C=C(C1O)C(C)(C)C)CCC(=O)[O-] 3-(3,5-di-tert-butyl-4-hydroxyphenyl)propanoate